6-Chloro-3-[1-(5-cyclopropyl-isoxazol-3-yl)-1-hydroxy-methylidene]-5-(4-morpholin-4-yl-phenyl)-1,3-dihydro-indol-2-one ClC1=C(C=C2C(C(NC2=C1)=O)=C(O)C1=NOC(=C1)C1CC1)C1=CC=C(C=C1)N1CCOCC1